ClC=1C(=C(C=CC1)N1CCN(C2(CC2)C1)C(CN1N=C(C2=C1C[C@@H]1[C@H]2C1)C(=O)OCC)=O)C (3bR,4aR)-ethyl 1-(2-(7-(3-chloro-2-methylphenyl)-4,7-diazaspiro[2.5]octan-4-yl)-2-oxoethyl)-3b,4,4a,5-tetrahydro-1H-cyclopropa[3,4]cyclopenta[1,2-c]pyrazole-3-carboxylate